ClC1=C(C(=CC=C1Cl)OC)C1=CC=2N(C=C1)C=C(N2)CC2CN(C2)C(=O)[O-] 3-((7-(2,3-dichloro-6-methoxyphenyl)imidazo[1,2-a]pyridin-2-yl)methyl)azetidine-1-carboxylate